COC[C@H]1C[C@@H](CN1C(C=C)=O)N1N=C(C(=C1NC)C(=O)N)C#CC1=CC=C2C(=CC=NC2=C1)C 1-[(3s,5r)-5-(methoxymethyl)-1-(prop-2-enoyl)pyrrolidin-3-yl]-5-(methylamino)-3-[2-(4-methylquinolin-7-yl)ethynyl]pyrazole-4-carboxamide